C(C)OC=1C=C(C=2N(C1)N=CC2C#N)C=2C=NC(=CC2)NC2CCN(CC2)C(C2=CC=C(C=C2)C#C)=O 6-ethoxy-4-(6-((1-(4-ethynylbenzoyl)piperidin-4-yl)amino)pyridin-3-yl)pyrazolo[1,5-a]pyridine-3-carbonitrile